[NH4+].C(=C)C=1C=C(C=CC1)C[C@H](C(=O)[O-])[C@@H]1CNCC1 (2S)-3-(3-Ethenylphenyl)-2-[(3R)-pyrrolidin-3-yl]propanoic acid ammonium salt